C1(=CC=C(C=C1)C1(CC=C(C=C1)C)NCCC(=O)O)C1=CC=CC=C1 4-([1,1'-biphenyl]-4-yl)-3-(p-tolylamino)propionic acid